N-acetyl-L-Tyrosine CC(=O)N[C@@H](CC1=CC=C(C=C1)O)C(=O)O